BrC=1C=C(C=NC1)S(=O)(=O)NC1=C(C=CC=C1)C(F)(F)F 5-bromo-N-(2-(trifluoromethyl)phenyl)pyridine-3-sulfonamide